tert-butyl 4-[[5-(7-bromoquinoxalin-2-yl)isoxazol-3-yl]methyl]piperidine-1-carboxylate BrC1=CC=C2N=CC(=NC2=C1)C1=CC(=NO1)CC1CCN(CC1)C(=O)OC(C)(C)C